(R)-6-chloro-2-(8-methyl-5,6,7,8-tetrahydro-[1,2,4]triazolo[4,3-a]pyrazin-3-yl)thiazolo[4,5-c]pyridine ClC1=CC2=C(C=N1)N=C(S2)C2=NN=C1N2CCN[C@@H]1C